(2-(tert-butyl)thiazol-5-yl)methanone C(C)(C)(C)C=1SC(=CN1)C=O